FC1=C(OC[C@@H]2CC[C@H](CC2)C(=O)N2OCC[C@H]2C=2C=NC=C(C#N)C2)C=CC(=C1)N1C(N(C=C1)C)=O trans-5-((S)-2-(4-((2-fluoro-4-(3-methyl-2-oxo-2,3-dihydro-1H-imidazol-1-yl)phenoxy)methyl)cyclohexane-1-carbonyl)isoxazolidin-3-yl)nicotinonitrile